phenylacetaldehyde dimethyl acetal phenylethyl-acetate (phenyl-ethyl-acetate) C1(=CC=CC=C1)C(C(=O)O)CC.C1(=CC=CC=C1)CCOC(C)=O.COC(CC1=CC=CC=C1)OC